N[C@H](C=1N=C2N(N=CC(=C2)[C@@H](COC)N2C(NCC(C(C2)(F)F)(F)F)=O)C1)C1CCC(CC1)(F)F 1-((S)-1-(2-((S)-amino(4,4-difluorocyclohexyl)methyl)imidazo[1,2-b]pyridazin-7-yl)-2-methoxyethyl)-5,5,6,6-tetrafluoro-1,3-diazepan-2-one